2-chloro-N-(3-((4-((1-cyclooctylpiperidin-4-yl)amino)-6,7-dimethoxyquinazolin-2-yl)amino)propyl)acetamide ClCC(=O)NCCCNC1=NC2=CC(=C(C=C2C(=N1)NC1CCN(CC1)C1CCCCCCC1)OC)OC